(R or S)-1-cyclopropyl-4-((6-(2-hydroxy-6-methyl-4-(trifluoromethyl)phenyl)-2H-pyrazolo[3,4-b]pyridin-2-yl)methyl)pyrrolidin-2-one C1(CC1)N1C(C[C@H](C1)CN1N=C2N=C(C=CC2=C1)C1=C(C=C(C=C1C)C(F)(F)F)O)=O |o1:6|